CN1CCC(CC1)C=1C=CC=C2C(=CC(OC12)C1=C(C=C(C=C1)Cl)F)F methyl-4-[2-(4-chloro-2-fluoro-phenyl)-4-fluoro-2H-chromen-8-yl]piperidine